diphenylsilylidene-(cyclopentadienyl)(9-fluorenyl)dimethylhafnium C1(=CC=CC=C1)[Si](C1=CC=CC=C1)=C[Hf](C)(C1C2=CC=CC=C2C=2C=CC=CC12)C1C=CC=C1